C1CCCS(=O)(=O)OCCCCOS1(=O)=O butylene butanedisulfonate